C(CCCCCCCC)(=O)C(O)[C@H](OC(CCCCCCCC)=O)[C@@H](O)[C@H](O)[C@H](O)CO 1,2-O-dinonanoyl-sorbitol